ClC=1C(=C(C=CC1)C1=CN=C2N1C=CC=C2C(=O)O)C=2C=CC1=C(CCO1)C2 3-(3-chloro-2-(2,3-dihydrobenzofuran-5-yl)phenyl)imidazo[1,2-a]pyridine-8-carboxylic acid